C(C=C)(=O)C=1C(=C(C(C(=O)O)=CC1)C(=O)O)CC.C(C1=CC=CC=C1)O[C@H]1C(O[C@@H]([C@H]1OCC1=CC=CC=C1)COCC1=CC=CC=C1)(O)C1=CC=C2C(=NC(=NN21)Cl)NC2CCCC2 (3R,4R,5R)-3,4-bis(benzyloxy)-5-((benzyloxy)methyl)-2-(2-chloro-4-(cyclopentylamino)pyrrolo[2,1-f][1,2,4]triazin-7-yl)tetrahydrofuran-2-ol acryloyl-ethyl-monophthalate